C1(CCC1)C1=C(C=C(C=C1)[C@@H](NC(=O)[C@H]1N(C[C@@H](C1)F)C(CN1N=NN=C1)=O)C1=CC=CC=C1)F |o1:10| (2S,4R)-N-[(S) or (R)-(4-cyclobutyl-3-fluorophenyl)(phenyl)methyl]-4-fluoro-1-[2-(1H-1,2,3,4-tetrazol-1-yl)acetyl]pyrrolidine-2-carboxamide